3-acetyl-6-fluoro-7-(2,3,5-trifluorophenyl)thieno[3,2-b]pyridine-2-carboxylic acid C(C)(=O)C1=C(SC=2C1=NC=C(C2C2=C(C(=CC(=C2)F)F)F)F)C(=O)O